OC[C@]1(N2C[C@@H]([C@](C1=O)(CC2)C)C(F)(F)F)COC (1S,2S,4R,5R)-2-(hydroxymethyl)-2-(methoxymethyl)-4-methyl-5-(trifluoromethyl)quinuclidin-3-one